(R)-5-(4-isobutyl-2-methylpiperazin-1-yl)-2-(4-isopropyl-5-(8-methoxy-[1,2,4]triazolo[1,5-a]pyridin-6-yl)-1H-pyrazol-3-yl)thiazole C(C(C)C)N1C[C@H](N(CC1)C1=CN=C(S1)C1=NNC(=C1C(C)C)C=1C=C(C=2N(C1)N=CN2)OC)C